[Br-].C(C1=CC=CC=C1)[P+]1(CCCCC1)CC(=O)NC1=C(C=CC=C1C)C 1-benzyl-1-(2-((2,6-dimethylphenyl)amino)-2-oxoethyl)phosphinan-1-ium bromide